COC1=C(C=C2C(=CC=NC2=C1)OC1=CC=C(N)C=C1)C=1OC=NN1 4-((7-methoxy-6-(1,3,4-oxadiazol-2-yl)quinolin-4-yl)oxy)aniline